N[C@@]1([C@H](C[C@@H](C1)N(C)C)CCCB(O)O)C(=O)O (1S,2S,4S)-1-amino-2-(3-boronopropyl)-4-(dimethylamino)cyclopentanecarboxylic acid